(2R,4S)-N-((S)-1-((5-chloro-2-hydroxybenzyl)amino)-1-oxopropan-2-yl)-4-(m-tolyl)pyrrolidine-2-carboxamide hydrochloride Cl.ClC=1C=CC(=C(CNC([C@H](C)NC(=O)[C@@H]2NC[C@@H](C2)C=2C=C(C=CC2)C)=O)C1)O